FC1=C(OCC(=O)NC)C=C(C(=C1C)CC1=CC(=C(C=C1)O)C(C)C)F 2-(2,5-difluoro-4-(4-hydroxy-3-isopropylbenzyl)-3-methylphenoxy)-N-methylacetamide